Methyl (E)-oct-2-enoyl-tyrosinate C(\C=C\CCCCC)(=O)N[C@@H](CC1=CC=C(C=C1)O)C(=O)OC